5-fluoro-1-methyl-3-(trifluoromethyl)-1H-pyrazole-4-carboxylic acid FC1=C(C(=NN1C)C(F)(F)F)C(=O)O